(R)-1-(3-fluoro-4-methyl-5-(7-(methylamino)-2,6-naphthyridin-3-yl)pyridin-2-yl)propan-1-ol FC=1C(=NC=C(C1C)C=1N=CC2=CC(=NC=C2C1)NC)[C@@H](CC)O